ClC=1C=C2C(=CNC2=CC1)/C(/C#N)=C/C=1C=NC=CC1O (Z)-2-(5-chloro-1H-indol-3-yl)-3-(4-hydroxypyridin-3-yl)acrylonitrile